NCC1(CCN(CC1)C1=NN2C(S1)=NC=C2C2=C(C=C(C=C2)C(C)C)OCC)O 4-(aminomethyl)-1-(5-(2-ethoxy-4-isopropylphenyl)imidazo[2,1-b][1,3,4]thiadiazol-2-yl)piperidin-4-ol